C(C)(C)(C)OC(=O)C(CC1=CC=C(C(=O)OC(C)(C)C)C=C1)CCC(=O)NOCC=1OC(OC1C)=O tert-Butyl 4-(2-(tert-butoxycarbonyl)-5-(((5-methyl-2-oxo-1,3-dioxol-4-yl)methoxy)amino)-5-oxopentyl)benzoate